4-cyclobutyl-3-(4,4-difluorocyclohexyl)-1H-pyrazol-5-amine C1(CCC1)C=1C(=NNC1N)C1CCC(CC1)(F)F